CS(=O)(=O)[O-].C(CCCCCCCCCCC)[NH+]1CCCCC1 N-Dodecylpiperidinium methansulfonat